[N+](=O)([O-])C=1C=C(C=CC1C(=C)C)C(C)=O 1-(3-Nitro-4-(prop-1-en-2-yl)phenyl)ethan-1-one